tert-butyl (3-exo)-3-((4-((5-methyl-1H-pyrazol-3-yl) amino)-7-(pyridin-3-yl) quinazolin-2-yl) amino)-8-azabicyclo[3.2.1]octane-8-carboxylate CC1=CC(=NN1)NC1=NC(=NC2=CC(=CC=C12)C=1C=NC=CC1)NC1CC2CCC(C1)N2C(=O)OC(C)(C)C